Cl.ClC=1C(=C(C=CC1)C1(CNCC1)NC1=CC=C2C(N(C(C2=C1)=O)C)(C)C)C 6-{[3-(3-chloro-2-methylphenyl)pyrrolidin-3-yl]amino}-2,3,3-trimethylisoindol-1-one hydrochloride